1-((S)-7-((1R,2R)-2-(2-chloro-4-fluorophenyl)-4,4-dimethylcyclohexane-1-carbonyl)-5,5-difluoro-8-methyl-2,7-diazaspiro[3.5]nonan-2-yl)prop-2-en-1-one ClC1=C(C=CC(=C1)F)[C@H]1[C@@H](CCC(C1)(C)C)C(=O)N1CC(C2(CN(C2)C(C=C)=O)C[C@@H]1C)(F)F